C(C)(C)(C)C1C=2C(=C(C(=NC2C2=NC(=C(C=C2C1)OCCCOC)OC)Cl)C(=O)O)Cl 5-(tert-butyl)-2,4-dichloro-9-methoxy-8-(3-methoxypropoxy)-5,6-dihydro-1,10-phenanthroline-3-carboxylic acid